(3-(((tert-butyldiphenylsilyl)oxy)methyl)-4-ethyl-5-oxo-4,5-dihydro-1H-1,2,4-triazol-1-yl)-4-ethyl-2-(o-tolyl)phthalazin-1(2H)-one [Si](C1=CC=CC=C1)(C1=CC=CC=C1)(C(C)(C)C)OCC1=NN(C(N1CC)=O)C1=C2C(=NN(C(C2=CC=C1)=O)C1=C(C=CC=C1)C)CC